O1C(OCCC1)CC[C@H](N)C=1C=NN(C1)C (S)-3-(1,3-dioxan-2-yl)-1-(1-methyl-1H-pyrazol-4-yl)propan-1-amine